9-(4-methylpiperidin-1-yl)pyrido[2,3-b]phenazine-5,12-dione CC1CCN(CC1)C1=CC=C2N=C3C(C4=C(C(C3=NC2=C1)=O)N=CC=C4)=O